N[C@@H]1CC[C@H](CC1)NC=1C=2N(N=CC1C(=NC1=C(C=CC(=C1)F)Cl)N)C=C(C2)C=2C=NN(C2)C 4-((trans-4-aminocyclohexyl)amino)-N'-(2-chloro-5-fluoro-phenyl)-6-(1-methylpyrazol-4-yl)pyrrolo[1,2-b]pyridazine-3-carboxamidine